FC1=CC=CC=2C(=N[C@H](C(NC21)=O)N2C(C=C1N2C=CC=N1)C=1C=C2C(=NC1)NC=C2)C2=CC=CC=C2 N-[(3S)-9-Fluoro-2-oxo-5-phenyl-1,3-dihydro-1,4-benzodiazepin-3-yl]-2-(1H-pyrrolo[2,3-b]pyridin-5-yl)pyrazolo[1,5-a]pyrimidine